OC=1C(=C2C=CNC(C2=C(C1O)C)=O)C 6,7-Dihydroxy-5,8-dimethylisoquinolin-1(2H)-one